methyl (S)-2-((tert-butyldiphenylsilyl)oxy)propanoate [Si](C1=CC=CC=C1)(C1=CC=CC=C1)(C(C)(C)C)O[C@H](C(=O)OC)C